C(C=C)(=O)N.N[C@H](C(C)C)C(=O)O D-valine-acrylamide